ClC=1C=C(C=C(C(=O)O)C1F)F 5-chloro-3,6-difluorobenzoic acid